lithium 2,2-difluoro-1-(3-oxobicyclo[3.1.0]hex-2-ylidene)ethan-1-ol tert-butyl-N-[14-(N-methyl-2-nitrobenzenesulfonamido)-3,6,9,12-tetraoxatetradecan-1-yl]carbamate C(C)(C)(C)N(C(=O)OC(C(F)F)=C1C2CC2CC1=O)CCOCCOCCOCCOCCN(S(=O)(=O)C1=C(C=CC=C1)[N+](=O)[O-])C.[Li]